C(C)(C)(C)OC(=O)N1C[C@@H]2[C@H](C1)CC(=C2)OS(=O)(=O)C(F)(F)F racemic-(cis)-5-(((trifluoromethyl)sulfonyl)oxy)-3,3a,4,6a-tetrahydrocyclopenta[c]pyrrole-2(1H)-carboxylic acid tert-butyl ester